C(C)OC1CCC(CC1)CC1=C(N(C2=CC(=CC=C12)F)C(=O)N1CCC(CC1)(C(=O)N[C@@H]1[C@H](C[C@H](CC1)C(=O)O)C)C1=CC=C(C=C1)F)C (1S,3S,4S)-4-(1-(3-(((1r,4S)-4-ethoxycyclohexyl)methyl)-6-fluoro-2-methyl-1H-indole-1-carbonyl)-4-(4-fluorophenyl)piperidine-4-carboxamido)-3-methylcyclohexane-1-carboxylic acid